S1C=NC=C1C1=NN=C(O1)CNC(OC(C)(C)C)=O tert-butyl ((5-(thiazol-5-yl)-1,3,4-oxadiazol-2-yl)methyl)carbamate